diaminotrifluoro-benzene NC1=CC(=C(C(=C1F)F)F)N